FC=1C=C(C(=O)NCC2CCC(CC2)N2N=C3C=C(C=CC3=C2)C2=NC(=NS2)C)C=C(C1O)F 3,5-difluoro-4-hydroxy-N-({(1r,4r)-4-[6-(3-methyl-1,2,4-thiadiazol-5-yl)-2H-indazol-2-yl]cyclohexyl}methyl)benzamide